2-fluoro-N-methyl-4-({5H,6H,7H,8H-pyrido[3,4-d]pyrimidin-2-yl}amino)benzamide FC1=C(C(=O)NC)C=CC(=C1)NC=1N=CC2=C(N1)CNCC2